FC(OC1=CC=C(C=C1)NC(=O)N1CCCCC1)(F)F N-(4-(trifluoromethoxy)phenyl)piperidine-1-carboxamide